SCCC(CCCS)S 1,6-dimercapto-3-hexanethiol